N1(CCNCC1)S(=O)(=O)C1=C(C=CC=C1)C1=NC2=CC=C(C=C2N=C1)N [2-(piperazine-1-sulfonyl)phenyl]quinoxalin-6-amine